5'-O-phenylacetyluridine C1(=CC=CC=C1)CC(=O)OC[C@@H]1[C@H]([C@H]([C@@H](O1)N1C(=O)NC(=O)C=C1)O)O